O=C1NC=CC(=C1)C=O 2-oxo-1,2-dihydro-pyridine-4-carbaldehyde